(S)-2,2-difluoro-N-(1-(1-(5-((1-oxido-λ6-thietan-1-ylidene)amino)pyridin-2-yl)-1H-1,2,4-triazol-5-yl)ethyl)benzo[d][1,3]dioxole-5-carboxamide FC1(OC2=C(O1)C=CC(=C2)C(=O)N[C@@H](C)C2=NC=NN2C2=NC=C(C=C2)N=S2(CCC2)=O)F